bis(2-butyloctyl) 10-[(2-hexoxy-2-oxo-ethyl)-[(1-methyl-4-piperidyl)methyl]amino]nonadecanedioate C(CCCCC)OC(CN(C(CCCCCCCCC(=O)OCC(CCCCCC)CCCC)CCCCCCCCC(=O)OCC(CCCCCC)CCCC)CC1CCN(CC1)C)=O